ClC=1N=C(SC1)C=1N=NN(C1)[C@@H]1[C@H]([C@@H](SC=2C(=NC=C(C2)Cl)C(NC)=O)O[C@@H]([C@@H]1O)CO)OCC 5-Chloro-2-(N-methylcarbamoyl)pyridin-3-yl 3-[4-(4-chlorothiazol-2-yl)-1H-1,2,3-triazol-1-yl]-3-deoxy-2-O-ethyl-1-thio-α-D-galactopyranoside